1-[(2S,5S)-9-chloro-2,3-dihydro-2,5-methanopyrido[3,4-f][1,4]oxazepin-4(5H)-yl]-3,3-difluoro-2,2-dimethylpropan-1-one ClC1=CN=CC=2[C@H]3N(C[C@@H](OC21)C3)C(C(C(F)F)(C)C)=O